(E)-N-(5-chloro-4-((3-chloro-2-fluorophenyl)amino)quinazolin-6-yl)-4-(pyrrolidin-1-yl)but-2-enamide ClC1=C2C(=NC=NC2=CC=C1NC(\C=C\CN1CCCC1)=O)NC1=C(C(=CC=C1)Cl)F